[Si](C)(C)(C(C)(C)C)OC[C@@H](CO)F (R)-3-((tert-butyldimethylsilyl)oxy)-2-fluoropropan-1-ol